OC1=C(C=CC=C1)C1=NN(C(=N1)C1=C(C=CC=C1)O)C1=CC=C(C(=O)O)C=C1 4-[3,5-di(2-hydroxyphenyl)-1H-1,2,4-triazol-1-yl]benzoic acid